CC1=CC=CC(=C1C1=C(C=CC=C1C)N)N 6,6'-dimethyl-2,2'-diaminobiphenyl